CC=1SC(=CN1)S(=O)(=O)N1CCC(CC1)C=1N(N=C2CCCCC12)C 2-methyl-5-((4-(2-methyl-4,5,6,7-tetrahydro-2H-indazol-3-yl)piperidin-1-yl)sulfonyl)thiazole